C(C)(=O)N1CC(C2=NC(=CC=C21)C(=O)N2C(CNCC2)(C)C)(C)C 4-(1-acetyl-3,3-dimethyl-2,3-dihydro-1H-pyrrolo[3,2-b]pyridine-5-carbonyl)-3,3-dimethylpiperazin